CC1([C@H]2CN([C@@H]([C@@H]12)C(=O)OC)C([C@@H](NC=1C=NC=NC1)C(C)C)=O)C methyl (1R,2S,5S)-6,6-dimethyl-3-(pyrimidin-5-yl-L-valyl)-3-azabicyclo[3.1.0]hexane-2-carboxylate